(1-isopropyl-1H-pyrazol-3-yl)-N-(6-methoxypyrimidin-4-yl)-2-(1-methyl-1H-imidazol-2-yl)-5-phenylpyrrolo[2,1-f][1,2,4]triazin-4-amine C(C)(C)N1N=C(C=C1)C=1C(=C2C(=NC(=NN2C1)C=1N(C=CN1)C)NC1=NC=NC(=C1)OC)C1=CC=CC=C1